FC=1C=C(C=CC1F)NC(N(C)[C@H](C)C1=NNC(C2=C(C=CC=C12)F)=O)=O (R)-3-(3,4-difluorophenyl)-1-(1-(5-fluoro-4-oxo-3,4-dihydrophthalazin-1-yl)ethyl)-1-methylurea